N-methyl-N-((6-(1-methyl-1H-pyrazol-4-yl)pyrazolo[1,5-a]pyrazin-4-yl)methyl)piperidin-3-amine hydrochloride Cl.CN(C1CNCCC1)CC=1C=2N(C=C(N1)C=1C=NN(C1)C)N=CC2